8-[(1R)-1-[(2-Benzylsulfanyl-6-chloro-3-pyridyl)oxy]ethyl]-3,6-dimethyl-2-pyrimidin-5-yl-chromen-4-one C(C1=CC=CC=C1)SC1=NC(=CC=C1O[C@H](C)C=1C=C(C=C2C(C(=C(OC12)C=1C=NC=NC1)C)=O)C)Cl